(1s,2s,5R)-N-(2-((R)-2,3-dihydroxypropoxy)phenethyl)-1-hydroxy-2-isopropyl-5-methylcyclohexane-1-carboxamide O[C@@H](COC1=C(CCNC(=O)[C@]2([C@@H](CC[C@H](C2)C)C(C)C)O)C=CC=C1)CO